CC1=CC=C(C=C1)C1=NN=CC2=CC=CC=C12 4-(4-methylphenyl)phthalazin